N-ethyltoluene-4-sulfonamide C(C)NS(=O)(=O)C1=CC=C(C)C=C1